N-(2-chloro-4-(2-hydroxyethyl)phenyl)-5'-(4-fluorophenyl)-3'-methyl-1H,3'H-[2,4'-biimidazole]-5-carboxamide ClC1=C(C=CC(=C1)CCO)NC(=O)C1=CN=C(N1)C=1N(C=NC1C1=CC=C(C=C1)F)C